NC1(CCCCC1)CO (1-aminocyclohexyl)-methanol